tert-Butyl 8-[4-[(5-Cyclopropyl-1H-pyrazol-3-yl)amino]pyrimidin-2-yl]-2,8-diazaspiro[3.5]nonane-2-carboxylate C1(CC1)C1=CC(=NN1)NC1=NC(=NC=C1)N1CCCC2(CN(C2)C(=O)OC(C)(C)C)C1